N-[4-[(6,7-dimethoxy-1,5-naphthyridin-4-yl)oxy]-3-fluorophenyl]-6-methyl-4-oxo-1H-pyridazine-3-carboxamide COC=1N=C2C(=CC=NC2=CC1OC)OC1=C(C=C(C=C1)NC(=O)C1=NNC(=CC1=O)C)F